BrC1=CC=C(C=N1)N1C=NN(C1=O)C\C(\CNC(OC(C)(C)C)=O)=C\F tert-butyl (E)-(2-((4-(6-bromopyridin-3-yl)-5-oxo-4,5-dihydro-1H-1,2,4-triazol-1-yl)methyl)-3-fluoroallyl)carbamate